1-tert-butyl-3-{3-[(5-chloropyridin-2-yl)methoxy]-4-nitrophenyl}-5-[(pyrazin-2-yl)amino]-1H-pyrazole-4-carbonitrile C(C)(C)(C)N1N=C(C(=C1NC1=NC=CN=C1)C#N)C1=CC(=C(C=C1)[N+](=O)[O-])OCC1=NC=C(C=C1)Cl